allyloxy-2-hydroxypropyl-phosphonic acid C(C=C)OCC(CP(O)(O)=O)O